(6-(((tert-butyldiphenylsilyl)oxy)methyl)piperidin-2-yl)methanol [Si](C1=CC=CC=C1)(C1=CC=CC=C1)(C(C)(C)C)OCC1CCCC(N1)CO